(E)-2-hexen-1-yl salicylate C(C=1C(O)=CC=CC1)(=O)OC\C=C\CCC